2-morpholinyl-ethanone N1(CCOCC1)CC=O